nickel-tungsten-zinc [Zn].[W].[Ni]